(1r,5s,6s)-3-benzyl-3-azabicyclo[3.1.0]hexane-6-carbaldehyde C(C1=CC=CC=C1)N1C[C@H]2C([C@H]2C1)C=O